1-ethenylimidazole C(=C)N1C=NC=C1